methyl 2-nitro-5-(thiophen-2-ylmethoxy)benzoate [N+](=O)([O-])C1=C(C(=O)OC)C=C(C=C1)OCC=1SC=CC1